FC1=CC=C(C=C1)C(CN1CCC(CC1)N(C(=O)NCC1=CC=C(C=C1)COC)C)=O 1-(1-(2-(4-fluorophenyl)-2-oxoethyl)piperidin-4-yl)-3-(4-(methoxymethyl)benzyl)-1-methylurea